CN1CCN(CC1)CC1NC2=C(OC1)C=C(C=C2[N+](=O)[O-])S(=O)(=O)NC(C2=CC=CC=C2)=O N-((3-((4-methylpiperazin-1-yl)methyl)-5-nitro-3,4-dihydro-2H-benzo[b][1,4]oxazin-7-yl)sulfonyl)benzamide